FC(OC1=NC(=CC=C1NC(=O)C1(CCC1)C1=C(C=CC=C1)C(=C)C)C)F N-(2-(difluoromethoxy)-6-methylpyridin-3-yl)-1-(2-(prop-1-en-2-yl)phenyl)cyclobutane-1-carboxamide